[Si](C1=CC=CC=C1)(C1=CC=CC=C1)(C(C)(C)C)OCCON1C(C2=C(C=NC=C2C=C1)NC1=C(C=C(C=C1)I)F)=O 2-(2-(tert-butyldiphenylsilyloxy)ethoxy)-8-(2-fluoro-4-iodoanilino)-2,6-naphthyridin-1(2H)-one